terephthalamide diphosphate OP(O)(=O)OP(=O)(O)O.C(C1=CC=C(C(=O)N)C=C1)(=O)N